NC1(CCS(CC1)(=O)=O)C 4-amino-4-methyltetrahydro-2H-thiopyran 1,1-dioxide